Cis-N-(1-(2-fluorocyclopropyl)-2-oxo-1,2-dihydropyridin-3-yl)-7-isopropoxy-2-(1-methyl-2-oxabicyclo[2.1.1]hexan-4-yl)imidazo[1,2-a]pyridine-6-carboxamide FC1C(C1)N1C(C(=CC=C1)NC(=O)C=1C(=CC=2N(C1)C=C(N2)[C@@]21CO[C@@](C2)(C1)C)OC(C)C)=O